titanium hydride potassium perchlorate Cl(=O)(=O)(=O)[O-].[K+].[H-].[Ti+4]